(naphthyl)(terphenyl) C1(=CC=CC2=CC=CC=C12)C1=C(C=CC=C1)C=1C(=CC=CC1)C1=CC=CC=C1